2,4,6-trimethyl-benzophenone silicon [Si].CC1=C(C(=O)C2=CC=CC=C2)C(=CC(=C1)C)C